3-{4-[(3-fluorophenyl)sulfamoyl]phenyl}-1-(pyridin-3-ylmethyl)urea FC=1C=C(C=CC1)NS(=O)(=O)C1=CC=C(C=C1)NC(NCC=1C=NC=CC1)=O